CN(C1=CC=C(C=C1)C1=CC=2C3=C(NC2C=C1)CCN(C3)C(=O)OC(C)(C)C)C tert-butyl 8-(4-(dimethylamino)phenyl)-1,3,4,5-tetrahydro-2H-pyrido[4,3-b]indole-2-carboxylate